COC=1C=C(C=CC1NC1=CC(=C2C(=N1)NC=C2C(F)(F)F)NC)P2(CCN(CC2)C2CCOCC2)=O 4-(3-methoxy-4-((4-(methylamino)-3-(trifluoromethyl)-1H-pyrrolo[2,3-b]pyridin-6-yl)amino)phenyl)-1-(tetrahydro-2H-pyran-4-yl)-1,4-azaphosphinane 4-oxide